FC1=C2NC(C(=NC2=CC=C1CN1CCNCC1)C)=O 4-((5-fluoro-2-methyl-3-oxo-3,4-dihydroquinoxalin-6-yl)methyl)piperazine